(2R,3R,4R)-2-(6-Amino-8-(furan-2-yl)-2-(hex-1-yn-1-yl)-9H-purin-9-yl)tetrahydrofuran-3,4-diol NC1=C2N=C(N(C2=NC(=N1)C#CCCCC)[C@@H]1OC[C@H]([C@H]1O)O)C=1OC=CC1